C(C)(C)(C)OC(=O)N1[C@@H]2CN[C@H](C1)C2 (1S,4S)-tertbutyl-2,5-diazabicyclo[2.2.1]heptane-2-carboxylate